bis{(naphthalen-1-yl)-phenylamino}-1,1':4',1''-terphenyl C1(=CC=CC2=CC=CC=C12)N(C1=CC=CC=C1)C1=CC=C(C=C1)C1=CC=C(C=C1)C1=CC=C(C=C1)N(C1=CC=CC2=CC=CC=C12)C1=CC=CC=C1